N1=CCC(C1)N azolin-4-amine